2-iodo-4,4-dimethyl-4H,6H,7H-pyrazolo[3,2-c][1,4]oxazine IC=1C=C2C(OCCN2N1)(C)C